O=C1N(CCC(N1)=O)C1=NC=CC(=C1)CN1CCC(CC1)C=1OC2=C(N1)C=C(C(=C2)NC(C2=CN=C(C=C2)C(F)(F)F)=O)C(C)(C)O N-(2-(1-((2-(2,4-dioxotetrahydropyrimidin-1(2H)-yl)pyridin-4-yl)methyl)piperidin-4-yl)-5-(2-hydroxypropane-2-yl)benzo[d]oxazol-6-yl)-6-(trifluoromethyl)nicotinamide